methyl (1-(6-(3,4-difluorophenyl)-4-(hydroxymethyl)pyridin-3-yl)-3-(1-methyl-1H-1,2,3-triazol-4-yl)piperidin-3-yl)carbamate FC=1C=C(C=CC1F)C1=CC(=C(C=N1)N1CC(CCC1)(C=1N=NN(C1)C)NC(OC)=O)CO